C(C)OC(CCC1SC2=CC=C(C=C2CC1)Br)=O 3-(6-bromo-thiochroman-2-yl)-propionic acid ethyl ester